2-Isopropyl-4-phenyl-indene C(C)(C)C=1CC2=CC=CC(=C2C1)C1=CC=CC=C1